2-methacryloxyethyl-triethoxysilane C(C(=C)C)(=O)OCC[Si](OCC)(OCC)OCC